CN(CCOC(C(=C)C)=O)C (2-dimethylaminoethyl)-methacrylat